5-(4-(3,5-dimethylphenyl)-2,5,6-tris(3,6-diphenyl-9H-carbazol-9-yl)pyridin-3-yl)-5H-pyrido[4,3-b]indole CC=1C=C(C=C(C1)C)C1=C(C(=NC(=C1N1C2=CC=C(C=C2C=2C=C(C=CC12)C1=CC=CC=C1)C1=CC=CC=C1)N1C2=CC=C(C=C2C=2C=C(C=CC12)C1=CC=CC=C1)C1=CC=CC=C1)N1C2=CC=C(C=C2C=2C=C(C=CC12)C1=CC=CC=C1)C1=CC=CC=C1)N1C2=C(C=3C=CC=CC13)C=NC=C2